CC1(COC2=CC(=CC=C2C1=O)O[C@H](C1=CC=C(C(=O)N)C=C1)C1=CC=NC=C1)C (R)-4-(((3,3-dimethyl-4-oxochroman-7-yl)oxy)(pyridin-4-yl)methyl)benzamide